ClC1=CC=C2C(=N1)N(N=C2N2CC(CC2)NC(C=C)=O)C2=CC=C(C=C2)C(F)(F)F N-(1-(6-chloro-1-(4-(trifluoromethyl)phenyl)-1H-pyrazolo[3,4-b]pyridin-3-yl)pyrrolidin-3-yl)acrylamide